C(C=C)(=O)OCCCCCCCC[Si](OC)(OC)C acryloxyoctylmethyldimethoxysilan